(2S)-2-[[(2S)-2,6-diaminohexanoyl]amino]-3-(3-hydroxy-4-phosphonooxyphenyl)propionic acid N[C@H](C(=O)N[C@H](C(=O)O)CC1=CC(=C(C=C1)OP(=O)(O)O)O)CCCCN